N-(3-(5-(1H-pyrrol-3-yl)-1H-pyrrolo[2,3-b]pyridine-3-carbonyl)-2,4-difluorophenyl)propane-1-sulfonamide N1C=C(C=C1)C=1C=C2C(=NC1)NC=C2C(=O)C=2C(=C(C=CC2F)NS(=O)(=O)CCC)F